methyl 3-((4-(tert-butyl) benzyl) thio)-6-iodopyrazine-2-carboxylate C(C)(C)(C)C1=CC=C(CSC=2C(=NC(=CN2)I)C(=O)OC)C=C1